N1(CCOCC1)C=1OC2=C(C=CC=C2C(C1)=O)C=1SC=CC1 2-Morpholin-4-yl-8-thiophen-2-ylchromen-4-one